CC=1C(C=C(C(C1C)=O)C)=O 2,3,5-trimethylcyclohexane-2,5-diene-1,4-dione